(E)-4-(dimethylamino)-N-((2S)-1-(((2-((Z)-(5-fluoro-2-oxoindol-3-ylidene)methyl)-3-methyl-4,5,6,7-tetrahydro-1H-indol-6-yl)methyl)amino)-1-oxopropan-2-yl)-N-methylbut-2-enamide CN(C/C=C/C(=O)N(C)[C@H](C(=O)NCC1CCC=2C(=C(NC2C1)\C=C\1/C(NC2=CC=C(C=C12)F)=O)C)C)C